1-((S)-3-((S)-sec-butyl)-2-oxo-2,3,4,5-tetrahydro-1H-benzo[e][1,4]diazepine-4-carbonyl)azetidine-3-carboxamide [C@H](C)(CC)[C@@H]1N(CC2=C(NC1=O)C=CC=C2)C(=O)N2CC(C2)C(=O)N